COC=1C=C(CN(C2=CC=C(COCCOC=3C=C(N(C)C)C=CC3)C=C2)CC2=CC=C(C=C2)N2CCOCC2)C=CC1 3-(2-(4-((3-methoxybenzyl)(4-morpholinobenzyl)amino)benzyloxy)ethoxy)-N,N-dimethylaniline